1-acryloyl-4-(6-chloroisoquinolin-1-yl)piperazine-2-carbonitrile C(C=C)(=O)N1C(CN(CC1)C1=NC=CC2=CC(=CC=C12)Cl)C#N